1,2-dihydro-3,4-dimethyl-2-oxo-quinazolinium CN1C([NH2+]C2=CC=CC=C2C1C)=O